3-chloro-N-(3-(methoxymethoxy)-2,6-dimethylphenyl)pyrazin-2-amine ClC=1C(=NC=CN1)NC1=C(C(=CC=C1C)OCOC)C